(R)-1-(2-(1-aminoethyl)-6-cyclopropylimidazo[1,2-a]pyridin-8-yl)-3-methylimidazolidine-2,4-dione N[C@H](C)C=1N=C2N(C=C(C=C2N2C(N(C(C2)=O)C)=O)C2CC2)C1